4-acetamido-2,2,6,6-tetramethyl-piperidine C(C)(=O)NC1CC(NC(C1)(C)C)(C)C